tert-butyl (S)-4-(7-(4-cyanopyridin-2-yl)-5-cyclobutyl-7H-pyrrolo[2,3-d]pyrimidin-4-yl)-3-methylpiperazine-1-carboxylate C(#N)C1=CC(=NC=C1)N1C=C(C2=C1N=CN=C2N2[C@H](CN(CC2)C(=O)OC(C)(C)C)C)C2CCC2